2-[(1S,4S,5R)-5-{[1-cyclopropyl-4-(2,6-dichlorophenyl)-1H-pyrazol-5-yl]methoxy}-2-azabicyclo[2.2.1]heptan-2-yl]-4-[(3R)-oxolan-3-yl]-1,3-benzothiazole-6-carboxylic acid C1(CC1)N1N=CC(=C1CO[C@H]1[C@@H]2CN([C@H](C1)C2)C=2SC1=C(N2)C(=CC(=C1)C(=O)O)[C@@H]1COCC1)C1=C(C=CC=C1Cl)Cl